O1CNC(=CC1)C(=O)O 3H,6H,2H-1,3-oxazine-4-carboxylic acid